CC(C)(\C(=C\C)\C1=CC=CC=C1)O (E)-2-methyl-3-phenylpentan-3-en-2-ol